ClC=1C=C(C=CC1)C(CCC(=O)[O-])=C 4-(3-chlorophenyl)pent-4-enoate